CC1(CC2=C(N(C=N2)C2=C(C=C(C#N)C=C2)F)C(O1)=O)C 4-{6,6-dimethyl-4-oxo-3H,4H,6H,7H-pyrano[3,4-d]imidazol-3-yl}-3-fluorobenzonitrile